COC(=O)C=1C(N(C2=CC(=CC=C2C1N)OC(F)(F)F)C1=C2C=CN=C(C2=CC=C1)C1CC1)=O 4-amino-1-(1-cyclopropylisoquinolin-5-yl)-2-oxo-7-(trifluoromethoxy)-1,2-dihydroquinoline-3-carboxylic acid methyl ester